FC1C2(CN(C2)C(=O)OC(C)(C)C)CCNC1 tert-butyl 5-fluoro-2,7-diazaspiro[3.5]nonane-2-carboxylate